7-fluoro-3-(3-(4-(3-(trifluoro-methoxy)phenyl)piperazin-1-yl)propyl)isoquinolin-1(2H)-one FC1=CC=C2C=C(NC(C2=C1)=O)CCCN1CCN(CC1)C1=CC(=CC=C1)OC(F)(F)F